1-(4-(4-bromo-1H-pyrazol-1-yl)phenyl)piperidine BrC=1C=NN(C1)C1=CC=C(C=C1)N1CCCCC1